C(C)(C)OC([C@@H](NP(=O)(O)O)C)=O phosphoalanine isopropyl ester